C(C=C)C=1C=C(C=CC1O)C(C)(C)C1=CC(=C(C=C1)O)CC=C 2,2-Bis(3-(2-propenyl)-4-hydroxyphenyl)propane